trimethylbismuth dichloride C[Bi](C)(C)(Cl)Cl